tert-butyl (2S,5S)-5-(((tert-butyldiphenylsilyl)oxy)methyl)-2-((2-(7-chloro-1H-indazol-3-yl)propan-2-yl)carbamoyl)morpholine-4-carboxylate [Si](C1=CC=CC=C1)(C1=CC=CC=C1)(C(C)(C)C)OC[C@@H]1CO[C@@H](CN1C(=O)OC(C)(C)C)C(NC(C)(C)C1=NNC2=C(C=CC=C12)Cl)=O